C(=O)(C=C)N1C[C@H](CC1)N1C=C(C2=C1C(NN=C2N)=O)C#CC2=C(C=1N(C=C2F)C=C(N1)C1CC1)F (S)-1-(1-Acrylpyrrolidin-3-yl)-4-amino-3-((2-cyclopropyl-6,8-difluoroimidazo[1,2-a]pyridin-7-yl)ethynyl)-1,6-dihydro-7H-pyrrolo[2,3-d]pyridazin-7-one